6-fluoro-7-(2-fluoro-6-hydroxyphenyl)-1-(2-isopropyl-4-methylpyridin-3-yl)-4-(7-methylene-6-carbonyloctahydro-2H-pyrido[1,2-a]pyrazin-2-yl)pyrido[2,3-d]pyrimidin-2(1H)-one FC1=CC2=C(N(C(N=C2N2CC3N(CC2)C(C(CC3)=C)=C=O)=O)C=3C(=NC=CC3C)C(C)C)N=C1C1=C(C=CC=C1O)F